NC1=C2C(=NC=N1)N(N=C2C2=CC=C(C=1N2C=CN1)NC(=O)NC1=NOC(=C1)C1(CC1)C(F)(F)F)C1CS(CC1)(=O)=O 1-(5-(4-AMINO-1-(1,1-DIOXIDOTETRAHYDROTHIOPHEN-3-YL)-1H-PYRAZOLO[3,4-D]PYRIMIDIN-3-YL)IMIDAZO[1,2-A]PYRIDIN-8-YL)-3-(5-(1-(TRIFLUOROMETHYL)CYCLOPROPYL)ISOXAZOL-3-YL)UREA